OB1OCC2=C1C=C(C=C2C(F)(F)F)C(=O)O 1-hydroxy-4-(trifluoromethyl)-1,3-dihydrobenzo[c][1,2]oxaborole-6-carboxylic acid